(R)-2-amino-1-((R)-3-hydroxypyrrolidin-1-yl)-3-(4-methoxyphenyl)propan-1-one N[C@@H](C(=O)N1C[C@@H](CC1)O)CC1=CC=C(C=C1)OC